3-(4-methoxy-1-oxoisoindolin-2-yl)piperidine-2,6-dione COC1=C2CN(C(C2=CC=C1)=O)C1C(NC(CC1)=O)=O